1-(2-(tert-butoxy)-2-oxoethyl) 4-spiro[3.3]heptan-2-yl 2-methylenesuccinate C=C(C(=O)OCC(=O)OC(C)(C)C)CC(=O)OC1CC2(C1)CCC2